phenothiazine citrate C(CC(O)(C(=O)O)CC(=O)O)(=O)O.C1=CC=CC=2SC3=CC=CC=C3NC12